4-(2-cyclopropylpropan-2-ylamino)-2-(4-hydroxybicyclo[2.2.2]octan-1-ylamino)pyrimidine-5-carboxamide C1(CC1)C(C)(C)NC1=NC(=NC=C1C(=O)N)NC12CCC(CC1)(CC2)O